trans-(2RS,3RS)-4-(2-pyridyldisulfanyl)tetrahydropyran-3-ol N1=C(C=CC=C1)SS[C@H]1[C@@H](COCC1)O